(2R,3S,4R,5R)-5-cyano-2-((2-cyclobutylacetoxy)methyl)-5-(4-(((hexyloxy)carbonyl)amino)pyrrolo[2,1-f][1,2,4]triazin-7-yl)-4-hydroxytetrahydrofuran-3-yl (S)-2-amino-3,3-dimethylbutanoate N[C@H](C(=O)O[C@@H]1[C@H](O[C@]([C@@H]1O)(C1=CC=C2C(=NC=NN21)NC(=O)OCCCCCC)C#N)COC(CC2CCC2)=O)C(C)(C)C